N-[2-[(3-hydroxyphenyl)methyl]-1H-benzimidazol-5-yl]-2-(1-methylcyclohexyl)acetamide OC=1C=C(C=CC1)CC1=NC2=C(N1)C=CC(=C2)NC(CC2(CCCCC2)C)=O